C(C)(C)(C)OC(=O)N1C[C@H]([C@@H](C1)OC1=NC=CC=C1)O.C(C)OC1C(N(C(N1C)=O)C1=NC=CC(=C1)C(F)(F)F)O 5-ethoxy-4-hydroxy-1-methyl-3-[4-(trifluoromethyl)-2-pyridyl]imidazolin-2-one trans-tert-butyl-3-hydroxy-4-(pyridin-2-yloxy)pyrrolidine-1-carboxylate